4-bromo-2-hydroxy-3-(trifluoromethyl)benzaldehyde BrC1=C(C(=C(C=O)C=C1)O)C(F)(F)F